CC=1C(=NC=NC1)C1CN(C1)C(=O)OC(C)(C)C tert-butyl 3-(5-methylpyrimidin-4-yl)azetidine-1-carboxylate